2-(dibenzo[b,d]furan-1-yl)benzene-1,3-diol C1(=CC=CC=2OC3=C(C21)C=CC=C3)C3=C(C=CC=C3O)O